benzyl (S)-2-((2-((tert-butoxycarbonyl)amino)ethyl)(hexyl)amino)-4,4,4-trifluorobutanoate C(C)(C)(C)OC(=O)NCCN([C@H](C(=O)OCC1=CC=CC=C1)CC(F)(F)F)CCCCCC